[F-].C(CCCCC)[NH+]1CC(CC1)CCC 1-hexyl-3-propylpyrrolidinium fluoride salt